C(C1=CC=CC=C1)OC(=O)NC(CCCNCC1=CC=2N(N=C1)C=C(N2)[C@H](C2CCC(CC2)(F)F)NC(OC(C)(C)C)=O)C tert-Butyl ((1S)-(7-(((4-(((benzyloxy)carbonyl)amino)pentyl)amino)methyl)imidazo[1,2-b]pyridazin-2-yl)(4,4-difluorocyclohexyl)methyl)carbamate